Manganous nitrate [N+](=O)([O-])[O-].[Mn+2].[N+](=O)([O-])[O-]